NC1C2=CC=CC=C2CC12CCN(CC2)C2(C=C[C@H](C(N2C)=O)C(=C)C2=NNC=C2)Cl (S)-6-(1-amino-1,3-dihydrospiro[indene-2,4'-piperidine]-1'-yl)-3-(1-(6-chloro-1-methyl-2-oxo-1,2-dihydropyridin-3-yl)vinyl)-1H-pyrazole